pyrazoledithiocarboxylic acid N1N=C(C=C1)C(=S)S